7-[4-(cyclopropylmethoxy)phenoxy]-1-methyl-indazole-5-carboxamide C1(CC1)COC1=CC=C(OC=2C=C(C=C3C=NN(C23)C)C(=O)N)C=C1